1-(4-((6-amino-5-cyano-2-methoxypyrimidin-4-yl)oxy)-2-fluorophenyl)-3-(3-(tert-butyl)-1-phenyl-1H-pyrazol-5-yl)urea NC1=C(C(=NC(=N1)OC)OC1=CC(=C(C=C1)NC(=O)NC1=CC(=NN1C1=CC=CC=C1)C(C)(C)C)F)C#N